ClC=1C=NN(C1C(=O)N[C@@H](CCOC1CC(C1)CCC1=NC=2NCCCC2C=C1)C(=O)O)C N-(4-chloro-1-methyl-1H-pyrazole-5-carbonyl)-O-((1R,3R)-3-(2-(5,6,7,8-tetrahydro-1,8-naphthyridin-2-yl)ethyl)cyclobutyl)-L-homoserine